methyl 2-[3-(1,3-benzothiazol-2-ylamino)-4-methyl-6,7-dihydro-5H-pyrido[2,3-c]pyridazin-8-yl]-5-[3-[2-fluoro-4-[3-(1-piperidyl)propyl]phenoxy]propyl]thiazole-4-carboxylate S1C(=NC2=C1C=CC=C2)NC2=C(C1=C(N=N2)N(CCC1)C=1SC(=C(N1)C(=O)OC)CCCOC1=C(C=C(C=C1)CCCN1CCCCC1)F)C